tert-butyl (2S)-2-({[4-(3-{[2-(difluoromethoxy)-3-fluorophenyl]amino}-4-oxo-1H,5H,6H,7H-pyrrolo[3,2-c]pyridin-2-yl)pyridin-3-yl]oxy}methyl)pyrrolidine-1-carboxylate FC(OC1=C(C=CC=C1F)NC1=C(NC2=C1C(NCC2)=O)C2=C(C=NC=C2)OC[C@H]2N(CCC2)C(=O)OC(C)(C)C)F